ClC=1C(=C(C=CC1F)[C@@H](CC1CCCCC1)NC(=O)[C@H]1NC(NC1)=O)F |o1:8| (S)-N-((R or S)-1-(3-chloro-2,4-difluorophenyl)-2-cyclohexylethyl)-2-oxoimidazolidine-4-carboxamide